ClC=1C=CC(=C(C1)C1=C(N=CN1)C=1C=C2C=C(C=NC2=CC1)C=1N=NN2C1CNCC2)F 6-[5-(5-chloro-2-fluoro-phenyl)-1H-imidazol-4-yl]-3-(4,5,6,7-tetrahydrotriazolo[1,5-a]pyrazin-3-yl)quinoline